C1(CCCC1)NC(=O)C1=CC2=C(N=C(S2)C2CCNCC2)C=C1 N-cyclopentyl-2-(piperidin-4-yl)benzo-[d]thiazole-6-carboxamide